CC(C(CNC)=O)=C 3-methyl-1-(methylamino)but-3-en-2-one